(7-bromo-imidazo[1,2-a]quinazolin-5-yl)-[1-(3-difluoromethyl-2-fluoro-phenyl)-ethyl]amine BrC=1C=C2C(=NC=3N(C2=CC1)C=CN3)NC(C)C3=C(C(=CC=C3)C(F)F)F